CCCCCC(=O)[O-] C6-hexanoate